2-[(2S)-1-methylpyrrolidin-2-yl]Propan-2-ol CN1[C@@H](CCC1)C(C)(C)O